O[C@@]12[C@@](OC=3C=NC=C(C31)OC)([C@@H]([C@H]([C@H]2O)CN2CCOCC2)C2=CC=CC=C2)C2=CC=C(C#N)C=C2 4-((4bS,5R,6S,7S,7aR)-4b,5-dihydroxy-4-methoxy-6-(morpholinomethyl)-7-phenyl-4b,5,6,7-tetrahydro-7aH-cyclopenta[4,5]furo[2,3-c]pyridin-7a-yl)benzonitrile